3-(1,1-difluoroethyl)-N-(6-methyl-5-(7-(methylamino)-1,6-naphthyridin-3-yl)pyridin-3-yl)benzamide FC(C)(F)C=1C=C(C(=O)NC=2C=NC(=C(C2)C=2C=NC3=CC(=NC=C3C2)NC)C)C=CC1